6-((5-(2-(Dimethylamino)Acetamido)Pyridin-3-yl)Methyl)-N-(3-(Trifluoromethyl)Phenyl)-4,5,6,7-Tetrahydrothieno[2,3-c]Pyridin-3-Carboxamid CN(CC(=O)NC=1C=C(C=NC1)CN1CC2=C(CC1)C(=CS2)C(=O)NC2=CC(=CC=C2)C(F)(F)F)C